OC1=C(NC2=CC=CC=C12)C(=O)O Hydroxyindolecarboxylic acid